tetracosanaldehyde C(CCCCCCCCCCCCCCCCCCCCCCC)=O